NC1=C(C=C(C=N1)C#CC(C)(C)NC(=O)N1[C@@H](CCC1)CN1CCCC1)OC(C)C1=C(C(=CC=C1Cl)F)Cl (S)-2-pyrrolidin-1-ylmethyl-pyrrolidine-1-carboxylic acid (3-{6-amino-5-[1-(2,6-dichloro-3-fluoro-phenyl)-ethoxy]-pyridin-3-yl}-1,1-dimethyl-prop-2-ynyl)-amide